COC1=C(C=C(C(=C1)OC)SC)CC(C)N 1-(2,4-dimethoxy-5-methylsulfanylphenyl)propan-2-amine